methyl 4-(4-(2,6-diphenylimidazo[1,2-a]pyridin-8-yl)phenyl)-4-oxobut-2-enoate C1(=CC=CC=C1)C=1N=C2N(C=C(C=C2C2=CC=C(C=C2)C(C=CC(=O)OC)=O)C2=CC=CC=C2)C1